(S)-N-(5-methoxy-1H-pyrazol-3-yl)-5-(piperidin-3-ylmethyl)-5H-pyrrolo[2,3-b]pyrazin-3-amine COC1=CC(=NN1)NC1=CN=C2C(=N1)N(C=C2)C[C@@H]2CNCCC2